NC1CC2CN(C1C2)C(=O)OC(C)(C)C tert-butyl 6-amino-2-azabicyclo[2.2.1]heptane-2-carboxylate